Tert-butyl (R)-2-(1-(2-(2-methoxyphenyl)-2-((tetrahydro-2H-pyran-4-yl) oxy) ethyl)-5-methyl-6-(oxazol-2-yl)-2,4-dioxo-1,2-dihydrothieno[2,3-d]pyrimidin-3(4H)-yl)-2-methylpropanoate COC1=C(C=CC=C1)[C@H](CN1C(N(C(C2=C1SC(=C2C)C=2OC=CN2)=O)C(C(=O)OC(C)(C)C)(C)C)=O)OC2CCOCC2